3-((4-chlorobenzyl)amino)-4-(methyl(4-(5-(trifluoromethyl)-1,2,4-oxadiazol-3-yl)benzyl)amino)cyclobut-3-ene-1,2-dione ClC1=CC=C(CNC=2C(C(C2N(CC2=CC=C(C=C2)C2=NOC(=N2)C(F)(F)F)C)=O)=O)C=C1